C(C)(C)(C)N(C(O)=O)CC1CCN(CC1)CC(CN1C2=CC=CC=C2SC=2C=CC(=CC12)C(F)(F)F)O.NC1=C(C(=O)N)C=C(C=C1C1=CC(=CC=C1)O)C1=CC=NC=C1 2-amino-3-(3-hydroxyphenyl)-5-(pyridin-4-yl)benzamide tert-butyl-((1-(2-hydroxy-3-(2-(trifluoromethyl)-10H-phenothiazin-10-yl)propyl)piperidin-4-yl)methyl)carbamate